methyl 2-(2-chloro-6-(2-fluoropyridin-4-yl)phenyl)-acetate ClC1=C(C(=CC=C1)C1=CC(=NC=C1)F)CC(=O)OC